diallyl-5-methoxy-tryptamine C(C=C)N(CCC1=CNC2=CC=C(C=C12)OC)CC=C